NC1=NC=CC(=N1)C=1C=C(C=CC1O)C1=C(C=C(C=C1)NC(=O)C=1C(N(C=C(C1)C1CC1)C1=CC=C(C=C1)F)=O)F N-(3'-(2-aminopyrimidin-4-yl)-2-fluoro-4'-hydroxy-[1,1'-biphenyl]-4-yl)-5-cyclopropyl-1-(4-fluorophenyl)-2-oxo-1,2-dihydropyridine-3-carboxamide